O1C(CC1)CN1C=NC2=C1C=C(C=C2F)C(=O)O 1-(oxetan-2-ylmethyl)-4-fluoro-1H-benzo[d]imidazole-6-carboxylic acid